FC1=CC=C(C=C1)[C@@H]1CN(CC1)C(=O)C1=CC=C(C=C1)OC[C@@H](CN1N=NC=C1)O ((R)-3-(4-Fluorophenyl)pyrrolidin-1-yl)(4-((R)-2-hydroxy-3-(1H-1,2,3-triazol-1-yl)propoxy)phenyl)methanon